N[C@@H]1C2=CC=CC=C2CC12CCN(CC2)C=2NC(C1=C(N2)NN=C1C1(CCC1)C1=NC=CC=C1)=O (S)-6-(1-amino-1,3-dihydrospiro[indene-2,4'-piperidine]-1'-yl)-3-(1-(pyridin-2-yl)cyclobutyl)-1,5-dihydro-4H-pyrazolo[3,4-d]pyrimidin-4-one